3-hydroxy-4,4-dimethoxypiperidine-1-carboxylic acid tert-butyl ester C(C)(C)(C)OC(=O)N1CC(C(CC1)(OC)OC)O